[I-].C(CCC)SC1=CC(=[N+](C=C1)C)/C=N/O (E)-4-(butylthio)-2-((hydroxyimino)methyl)-1-methylpyridin-1-ium iodide